1-methoxy-3-(4-{[2-(3-{[2-methoxy-4-(propane-2-sulfonyl)phenyl]amino}prop-1-yn-1-yl)-1-(2,2,2-trifluoroethyl)-1H-indol-4-yl]amino}piperidin-1-yl)propan-2-ol COCC(CN1CCC(CC1)NC1=C2C=C(N(C2=CC=C1)CC(F)(F)F)C#CCNC1=C(C=C(C=C1)S(=O)(=O)C(C)C)OC)O